docosyl n-decanoate C(CCCCCCCCC)(=O)OCCCCCCCCCCCCCCCCCCCCCC